2-Chloro-3-(chloromethyl)pyridine ClC1=NC=CC=C1CCl